(1R,3R,5R)-2-(tert-butylcarbonyl)-2-azabicyclo[3.1.0]hexane-3-carboxylic acid C(C)(C)(C)C(=O)N1[C@@H]2C[C@@H]2C[C@@H]1C(=O)O